4-(2-methylpyridin-4-yl)-2-((4-(methylsulfonyl)phenyl)amino)thiazole-5-carbaldehyde CC1=NC=CC(=C1)C=1N=C(SC1C=O)NC1=CC=C(C=C1)S(=O)(=O)C